N-(4-{[6-(5-chloro-2-fluorophenyl)-3-[(1-hydroxy-2-methylpropan-2-yl)sulfanyl]pyridazin-4-yl]amino}pyridin-2-yl)-3-(4-methylpiperazin-1-yl)cyclobutane-1-carboxamide ClC=1C=CC(=C(C1)C1=CC(=C(N=N1)SC(CO)(C)C)NC1=CC(=NC=C1)NC(=O)C1CC(C1)N1CCN(CC1)C)F